O1CCOC12CC=C(CC2)B(O)O 1,4-dioxa-spiro[4.5]dec-7-ene-8-boronic acid